ClC=1C(=NC(=NC1)N)OC 5-Chloro-4-methoxypyrimidin-2-amine